2-(2-chloro-5-{1-[5-(pyridin-4-yl)-1H-pyrazole-3-carbonyl]piperidine-4-amido}phenoxy)acetic acid ClC1=C(OCC(=O)O)C=C(C=C1)NC(=O)C1CCN(CC1)C(=O)C1=NNC(=C1)C1=CC=NC=C1